(2'S,3S,6'S)-1'-benzyl-1-[(4-methoxyphenyl)methyl]-2'-methyl-6'-(1-methyltriazol-4-yl)-5-(trifluoromethyl)spiro[indoline-3,4'-piperidin]-2-one C(C1=CC=CC=C1)N1[C@H](C[C@@]2(C[C@H]1C=1N=NN(C1)C)C(N(C1=CC=C(C=C12)C(F)(F)F)CC1=CC=C(C=C1)OC)=O)C